COC1=CC=C(CN(S(=O)(=O)C2=CC=NN2C2OCCCC2)CC2=CC=C(C=C2)OC)C=C1 N,N-bis(4-methoxybenzyl)-1-(tetrahydro-2H-pyran-2-yl)-1H-pyrazole-5-sulfonamide